ClC1=CC(=C(C=C1)COC1=C(C=CC(=N1)N1CCN(CC1)CC1=NC=C(C=C1CC1(CC1)C#N)C1=NN=C(N1)C(F)(F)F)F)F 1-({2-[(4-{6-[(4-chloro-2-fluorophenyl)methoxy]-5-fluoropyridin-2-yl}piperazin-1-yl)methyl]-5-[5-(trifluoromethyl)-4H-1,2,4-triazol-3-yl]pyridin-3-yl}methyl)cyclopropane-1-carbonitrile